4-(3-(2,3-dichlorophenyl)-5-hydroxymethyl-1-(tetrahydro-2H-pyran-2-yl)-1H-pyrazolo[3,4-b]pyrazine-6-yl)-N-(4-methoxyphenyl)piperazine-1-carboximidamide ClC1=C(C=CC=C1Cl)C1=NN(C2=NC(=C(N=C21)CO)N2CCN(CC2)C(NC2=CC=C(C=C2)OC)=N)C2OCCCC2